(S)-3-(3-(4-hydroxy-1,6-dimethyl-2-oxo-1,2-dihydropyridin-3-yl)ureido)-3-(3'-methoxybiphenyl-3-yl)propionic acid OC1=C(C(N(C(=C1)C)C)=O)NC(N[C@@H](CC(=O)O)C=1C=C(C=CC1)C1=CC(=CC=C1)OC)=O